C1(CC1)CN1CC(C2=NN(C(C(=C21)C=2C=NC(=CC2)C2CC2)=O)C2=CC1=CN(N=C1C=C2)C)(C)C 5-(cyclopropylmethyl)-4-(6-cyclopropylpyridin-3-yl)-7,7-dimethyl-2-(2-methyl-2H-indazol-5-yl)-2,5,6,7-tetrahydro-3H-pyrrolo[3,2-c]pyridazin-3-one